5-[dimethylamino]naphthalene CN(C1=C2C=CC=CC2=CC=C1)C